BrC1=C(C=C(C=C1)C=1C=NC=NC1)CCC(=O)N 3-(2-bromo-5-(pyrimidin-5-yl)phenyl)propanamide